6-Chloro-N-Cyclopentylpyrazine-2-amine ClC1=CN=CC(=N1)NC1CCCC1